FC(C1=NN=C(S1)C1=NC=C2N1C=C(C=C2N2CC(NCC2)COC)S(=O)(=O)NC2(COC2)CF)F 3-(5-(difluoromethyl)-1,3,4-thiadiazol-2-yl)-N-(3-(fluoromethyl)oxetan-3-yl)-8-(3-(methoxymethyl)piperazin-1-yl)imidazo[1,5-a]pyridine-6-sulfonamide